N-[(2,5-dichlorophenyl)methyl]-1-(2,4-difluorophenyl)-5-oxopyrrolidine-3-carboxamide ClC1=C(C=C(C=C1)Cl)CNC(=O)C1CN(C(C1)=O)C1=C(C=C(C=C1)F)F